C(C1=CC=CC=C1)OC=1C(=CC2=C(NC([C@H]3N(C2=O)C[C@H](C3)F)=O)C1)OC (2S,11aS)-8-(benzyloxy)-2-fluoro-7-methoxy-1,2,3,11a-tetrahydro-5H-benzo[e]pyrrolo[1,2-a][1,4]diazepine-5,11(10H)-dione